7-bromo-8-fluoro-6-iodoquinazoline-2,4(1h,3h)-dione BrC1=C(C=C2C(NC(NC2=C1F)=O)=O)I